ClC=1C=NN(C1C(=O)NC1=NC=C(C=C1F)C#CC1=CC=CC=C1)C[C@@H]1[C@@H](CN(CC1)C(C(C)C)=O)F 4-chloro-1-(((3S,4R)-3-fluoro-1-isobutyrylpiperidin-4-yl)methyl)-N-(3-fluoro-5-(phenylethynyl)pyridin-2-yl)-1H-pyrazole-5-carboxamide